BrC(C(=O)OCC(C(=O)OCCOCC=C)(C)CO)(C)C 2-[(2-bromoisobutyryloxy)methyl]-2-hydroxymethylpropionic acid, 2-(allyloxy)ethyl ester